C(C)(C)(C)OC(=O)NC1=CN(C2=CC=C(C=C12)OCC1=CC=C(C=C1)C(F)(F)F)C(=O)OC(C)(C)C tert-butyl 3-((tert-butoxycarbonyl)amino)-5-((4-(trifluoromethyl)benzyl)oxy)-1H-indole-1-carboxylate